3-pyridinyl-guanidine N1=C(C=CC=C1)NC(N)=N